The molecule is a linear mannotriose in which three alpha-D-mannose residues are linked in sequence (1->2) and (1->3). It has a role as an epitope. C([C@@H]1[C@H]([C@@H]([C@@H]([C@H](O1)O)O)O[C@@H]2[C@H]([C@H]([C@@H]([C@H](O2)CO)O)O)O[C@@H]3[C@H]([C@H]([C@@H]([C@H](O3)CO)O)O)O)O)O